2-[6-{2-Chloropyrimidin-4-yl}-1-oxo-2,3-dihydro-1H-isoindol-2-yl]acetic acid tert-butyl ester C(C)(C)(C)OC(CN1C(C2=CC(=CC=C2C1)C1=NC(=NC=C1)Cl)=O)=O